tert-Butyl (3R)-3-[[(3R)-3-fluoropyrrolidin-1-yl]methyl]pyrrolidine-1-carboxylate F[C@H]1CN(CC1)C[C@@H]1CN(CC1)C(=O)OC(C)(C)C